C1(CC1)/C=C/CO (E)-3-cyclopropyl-prop-2-en-1-ol